N-Acetyl-L-valyl-N5-carbamoyl-L-ornithinamid C(C)(=O)N[C@@H](C(C)C)C(=O)N[C@@H](CCCNC(N)=O)C(=O)N